C(C=C)(=O)NC(C(C)C)S(=O)(=O)O acrylamido-2-methylpropanesulfonic acid